The molecule is a methylbutyric acid comprising a butyric acid core carrying a 2-methyl substituent. Produced from amino acid leucine during nutrient starvation in bacteria. It has a role as a bacterial metabolite and a human metabolite. It is a conjugate acid of a 2-methylbutyrate. CCC(C)C(=O)O